CN1N=NC2=C1C=CC(=C2)CN (1-methylbenzotriazol-5-yl)methanamine